CC1(OCCN(C1)C=1C=C(C=NC1)[C@H](CC(=O)O)NC(C(CC(C)C)N1C(C=C(C=C1)C)=O)=O)C (3S)-3-(5-(2,2-dimethylmorpholino)pyridin-3-yl)-3-(4-methyl-2-(4-methyl-2-oxopyridin-1(2H)-yl)pentanamido)propanoic acid